C(#N)C1=CC=C(C=C1)S(=O)(=O)OC1(OC(=NN1)SCCCOC1=C(OC2=CC(=CC(=C2C1=O)OC)OC)C1=CC(=C(C(=C1)OC)OC)OC)C (methyl 5-((3-((5,7-dimethoxy-4-oxo-2-(3,4,5-trimethoxyphenyl)-4H-chromen-3-yl) oxy) propyl) thio)-1,3,4-oxadiazol-2-yl) 4-cyanobenzenesulfonate